COC1=C(CN2CCCCC2)C=CC=C1 1-(2-methoxybenzyl)piperidin